diethylamine ethyl-(methyl)acrylate C(C)C=C(C(=O)O)C.C(C)NCC